2-[3-(propan-2-yl)oxetan-3-yl]-1,2,3,4-tetrahydro-2,7-naphthyridine naphthalenedisulfonate C=1(C(=CC=C2C=CC=CC12)S(=O)(=O)O)S(=O)(=O)O.CC(C)C1(COC1)N1CC2=CN=CC=C2CC1